4-(chloromethyl)-5-(difluoromethyl)-1-(oxetan-3-yl)-1H-1,2,3-triazole ClCC=1N=NN(C1C(F)F)C1COC1